4,6-dichloro-7-(2-fluoro-6-methoxyphenyl)-1-(2-isopropyl-4-(methylsulfanyl)pyridin-3-yl)-3-nitro-1,8-naphthyridin-2(1H)-one ClC1=C(C(N(C2=NC(=C(C=C12)Cl)C1=C(C=CC=C1OC)F)C=1C(=NC=CC1SC)C(C)C)=O)[N+](=O)[O-]